N-(tert-Butyl)-2-benzothiazolesulfenamide C(C)(C)(C)NSC=1SC2=C(N1)C=CC=C2